ClC1=C(C#N)C(=CC=N1)NC1=CC2=C(N(C(N2CCC(CC)(C)O)=O)C)C=C1 2-chloro-4-((3-(3-hydroxy-3-methylpentyl)-1-methyl-2-oxo-2,3-dihydro-1H-benzo[d]imidazol-5-yl)amino)nicotinonitrile